S1(CCC1)(=O)=O thietane 1,1-dioxide